N-((R)-(7,7-difluoro-2-((2S,3R)-3-hydroxy-2-methylazetidin-1-yl)-6,7-dihydro-5H-cyclopenta[d]pyrimidin-4-yl)chroman-4-yl)methanesulfonamide FC1(CCC2=C1N=C(N=C2[C@@H]2OC1=CC=CC=C1C(C2)NS(=O)(=O)C)N2[C@H]([C@@H](C2)O)C)F